(Z)-9-hexadecen-al C(CCCCCCC\C=C/CCCCCC)=O